(tris-tricine) sodium dodecyl-sulfate C(CCCCCCCCCCC)OS(=O)(=O)[O-].[Na+].N(CC(=O)O)C(CO)(CO)CO.N(CC(=O)O)C(CO)(CO)CO.N(CC(=O)O)C(CO)(CO)CO